3-[6-[(3R,5S)-3,5-dimethylpiperazin-1-yl]pyrimidin-4-yl]-5-isopropoxy-1H-indazole C[C@@H]1CN(C[C@@H](N1)C)C1=CC(=NC=N1)C1=NNC2=CC=C(C=C12)OC(C)C